O1CCC2=C1C=CC(=C2)C(=O)Cl 2,3-dihydrobenzofuran-5-carbonyl chloride